C(C)NC(=O)C=1C=NN(C1C(F)(F)F)C1=CC=C(C=C1)N1C(C=C(C=C1)C(F)(F)F)=O N-ethyl-1-(4-(2-oxo-4-(trifluoromethyl)pyridin-1(2H)-yl)phenyl)-5-(trifluoromethyl)-1H-pyrazole-4-carboxamide